2,4-dimethyl-5-propylimidazole CC=1NC(=C(N1)C)CCC